NC1=NN(C2=CC(=CC=C12)OC1=C(C=CC=C1)F)C(=O)OC(C)(C)C tert-butyl 3-amino-6-(2-fluorophenoxy)-1H-indazole-1-carboxylate